1,7-diiodo-4-heptene ICCCC=CCCI